3-(isobutylamino)-5-(m-toluylamino)-6H-anthracene C(C(C)C)NC=1C=CC2=CC=3C=CCC(C3C=C2C1)NC=1C=C(C=CC1)C